COC=1N=C2C(=CC=NC2=CC1)NC1=CC=C(C=C1)NS(=O)(=O)C1CC1 N-(4-((6-methoxy-1,5-naphthyridin-4-yl)amino)phenyl)cyclopropanesulfonamide